BrC1=CC(=NC=C1)CN1C(CNCC2=C1C=CC=C2)CCC2CCCC2 1-((4-bromopyridin-2-yl)methyl)-2-(2-cyclopentylethyl)-2,3,4,5-tetrahydro-1H-benzo[e][1,4]diazepine